CC1(OB(OC1(C)C)C1=C(C=CC=C1)CCCC(=O)N1CCN(CC1)C1=NC=C(C=N1)C(F)(F)F)C 4-[2-(4,4,5,5-tetramethyl-1,3,2-dioxaborolan-2-yl)phenyl]-1-[4-[5-(trifluoromethyl)pyrimidin-2-yl]piperazin-1-yl]butan-1-one